6-(N-(5-chloro-2-(4-ethoxypiperidin-1-yl)pyridin-3-yl)sulfamoyl)-3-methylbenzofuran-2-carboxylic acid ethyl ester C(C)OC(=O)C=1OC2=C(C1C)C=CC(=C2)S(NC=2C(=NC=C(C2)Cl)N2CCC(CC2)OCC)(=O)=O